ClC1=CC=C(C=2CN(C(C12)=O)C1C(NC(CC1)=O)=O)C(=O)O 7-chloro-2-(2,6-dioxopiperidin-3-yl)-1-oxoisoindoline-4-carboxylic acid